Ethyl trans-4-({{2-(trimethylsilyl) ethoxy} carbonyl}amino)cyclohexanecarboxylate C[Si](CCOC(=O)N[C@@H]1CC[C@H](CC1)C(=O)OCC)(C)C